ClC1=[N+](C=C(C=C1)C1(COCC1)OC)[O-] chloro-5-(3-methoxytetrahydrofuran-3-yl)pyridine 1-oxide